C(#N)C=1C=C(C=NC1)S(=O)(=O)N[C@@H](C(F)(F)F)C1=CC=C(C=C1)C (R)-5-cyano-N-(2,2,2-trifluoro-1-(p-tolyl)ethyl)pyridine-3-sulfonamide